CC1=CC=C(C(=O)C=CC(=O)C2NCCC3=CC=C(C=C23)NC2=NC=C(C(=N2)C=2C=NN(C2)C(C)C)C)C=C1 (3-(4-Methylbenzoyl)acryloyl)-N-(4-(1-isopropyl-1H-pyrazol-4-yl)5-methylpyrimidin-2-yl)-1,2,3,4-tetrahydroisoquinolin-7-amine